C(C1CO1)OCCC[Si](OCC)(OCC)C=C γ-glycidoxypropyl-vinyl-diethoxysilane